(4R,5S)-3-Chloro-5-((R)-5H-imidazo[5,1-a]isoindol-5-yl)-4,5,6,7-tetrahydropyrazolo[1,5-a]pyridin-4-ol ClC=1C=NN2C1[C@@H]([C@@H](CC2)[C@H]2N1C(C3=CC=CC=C23)=CN=C1)O